6-(2-(m-Tolyl)-5,6-dihydro-4H-pyrrolo[1,2-b]pyrazol-3-yl)-[1,2,4]triazolo[1,5-a]pyridine C1(=CC(=CC=C1)C=1C(=C2N(N1)CCC2)C=2C=CC=1N(C2)N=CN1)C